C(C)(=O)OC1=C(OC2=C1C=C(C=C2)C)C 2,5-dimethyl-3-benzofuranyl acetate